2-(((1R,2S)-2-methylcyclohexyl)amino)-4-(trifluoromethyl)benzonitrile C[C@@H]1[C@@H](CCCC1)NC1=C(C#N)C=CC(=C1)C(F)(F)F